(E)-4-[2-[3-[2-[[(1R)-1-(3,4-dimethoxyphenyl)ethyl]carbamoyl]phenyl]propanoyl]hydrazino]-4-oxo-but-2-enoic acid COC=1C=C(C=CC1OC)[C@@H](C)NC(=O)C1=C(C=CC=C1)CCC(=O)NNC(/C=C/C(=O)O)=O